C1(=CC(=CC=C1)C(CC1=CC=C(N)C=C1)C)C(CC1=CC=C(N)C=C1)C 4,4'-[1,3-phenylenebis(1-methylethylene)]bis-aniline